1,1-Bis(4-hydroxyphenyl)-4-[1-(4-hydroxyphenyl)-1-methylpropyl]cyclohexane OC1=CC=C(C=C1)C1(CCC(CC1)C(CC)(C)C1=CC=C(C=C1)O)C1=CC=C(C=C1)O